tert-butyl 2-bromo-7-(hydroxymethyl)-9,9-dimethylacridine-10(9H)-carboxylate BrC1=CC=2C(C3=CC(=CC=C3N(C2C=C1)C(=O)OC(C)(C)C)CO)(C)C